N-[2-(2-methoxyphenoxy)ethyl]-6-methyl-4-[(1-methylcyclopropyl)amino]furo[2,3-d]pyrimidine-5-carboxamide COC1=C(OCCNC(=O)C2=C(OC=3N=CN=C(C32)NC3(CC3)C)C)C=CC=C1